2,3-dibromo-3-phenylpropionic acid BrC(C(=O)O)C(C1=CC=CC=C1)Br